3-bromo-4-methyl-4'-chlorobenzophenone BrC=1C=C(C(=O)C2=CC=C(C=C2)Cl)C=CC1C